7-amino-8-(3-methoxy-2-methylphenyl)quinoline-6-carboxamide NC1=C(C=C2C=CC=NC2=C1C1=C(C(=CC=C1)OC)C)C(=O)N